FN1[C@@H](CCC1)C(=O)O (S)-fluoroproline